tert-butyl 4-[[4-[8-chloro-7-[2-methyl-3-(2-trimethylsilylethoxymethyl)benzimidazol-5-yl]oxy-quinoxalin-2-yl]pyrazol-1-yl]methyl]piperidine-1-carboxylate ClC=1C(=CC=C2N=CC(=NC12)C=1C=NN(C1)CC1CCN(CC1)C(=O)OC(C)(C)C)OC1=CC2=C(N=C(N2COCC[Si](C)(C)C)C)C=C1